BrC=1C(=NN(C1)C)NC=1C=C(SC1)C(=O)OC methyl 4-[(4-bromo-1-methyl-1H-pyrazol-3-yl)amino]thiophene-2-carboxylate